C1(CC1)C1=CC=C(C=C1)N1N=C(C=2CN(CCC21)C(=O)OC(C)(C)C)CC(=O)OC tert-butyl 1-(4-cyclopropylphenyl)-3-(2-methoxy-2-oxoethyl)-1,4,6,7-tetrahydro-5H-pyrazolo[4,3-c]pyridine-5-carboxylate